3-(2-Chloro-3-phenylanilino)-5-chlorobenzoisoxazol ClC1=C(NC2=NOC3=C2C=C(C=C3)Cl)C=CC=C1C1=CC=CC=C1